NC1=NC=CC=C1C1=NC=2C(=NC(=CC2)N2N=CC=C2)N1C=1C=C2CC[C@@H](C2=CC1)NC1CC2(C1)CCN(CC2)C(C(=C)F)=O (S)-1-(2-((5-(2-(2-aminopyridin-3-yl)-5-(1H-pyrazol-1-yl)-3H-imidazo[4,5-b]pyridin-3-yl)-2,3-dihydro-1H-inden-1-yl)amino)-7-azaspiro[3.5]nonan-7-yl)-2-fluoroprop-2-en-1-one